2-(3-(5-phenyl-1,2,4-oxadiazol-3-yl)phenyl)malonyl chloride C1(=CC=CC=C1)C1=NC(=NO1)C=1C=C(C=CC1)C(C(=O)Cl)C(=O)Cl